FC1=C(CN2C(N(C(C3=C2SC(=C3CN(C)C)C3=CC=C(C=C3)[N+](=O)[O-])=O)C=3N=NC(=CC3)OCC(F)F)=O)C(=CC=C1)F 1-(2,6-difluorobenzyl)-3-(6-(2,2-difluoroethoxy)pyridazin-3-yl)-5-((dimethylamino)methyl)-6-(4-nitrophenyl)thieno[2,3-d]pyrimidine-2,4(1H,3H)-dione